(R)-2-methoxy-N-(6-(5-methyl-6,7-dihydro-5H-pyrrolo[2,1-c][1,2,4]triazol-3-yl)pyridin-2-yl)nicotinamide COC1=C(C(=O)NC2=NC(=CC=C2)C=2N3C(=NN2)CC[C@H]3C)C=CC=N1